BrC1=CC=C(C=C1)OC 1-bromo-4-methoxy-benzene